C1(CCCC1)NC1=NC(=NC=C1C(=O)N)NC1CCN(CC1)C(CC)=O 4-(cyclopentylamino)-2-(1-propionylpiperidin-4-ylamino)pyrimidine-5-carboxamide